NCC1CC(CCC1)CN 1,3-bisaminoMethylcyclohexane